ClC=1C2=C(C(=NN1)C1=C(OCCOCCNC(OC(C)(C)C)=O)C=C(C=C1)F)CCC2F tert-butyl N-[2-[2-[2-(4-chloro-5-fluoro-6,7-dihydro-5H-cyclopenta[d]pyridazin-1-yl)-5-fluoro-phenoxy]ethoxy]ethyl]carbamate